FC(OC1=CC=CC(N1C1=CC=C(C=C1)F)=O)F 6-difluoromethoxy-1-(4-fluorophenyl)-2-oxo-1,2-dihydropyridine